[13C](C(=O)C)(=O)OC(=C)CC buten-2-yl [1-13C]pyruvate